N-(3-fluoro-4-(4-methylpiperazin-1-yl)phenyl)-2-oxoacetamide FC=1C=C(C=CC1N1CCN(CC1)C)NC(C=O)=O